tert-butyl 3-(4-(2,5-dichloropyrimidin-4-yl)-1H-pyrazol-1-yl)piperidine-1-carboxylate ClC1=NC=C(C(=N1)C=1C=NN(C1)C1CN(CCC1)C(=O)OC(C)(C)C)Cl